7-((2R,5S)-5-methylpiperidin-2-yl)quinoline C[C@H]1CC[C@@H](NC1)C1=CC=C2C=CC=NC2=C1